CN1CCN(CC1)CC=1C=C(C=CC1)C=1C=CC2=C(C=3CN(C(C3C=C2)=O)CC(C(=O)N)=C)C1 2-[(8-{3-[(4-methylpiperazin-1-yl)methyl]phenyl}-3-oxo-1H,2H,3H-benzo[e]isoindol-2-yl)methyl]prop-2-enamide